4-cyano-N-[2-cyano-5-[[2,6-dibromo-4-[1,2,2,3,3,3-hexa-fluoro-1-(trifluoromethyl)propyl]phenyl]carbamoyl]phenyl]-2-methyl-benzamide C(#N)C1=CC(=C(C(=O)NC2=C(C=CC(=C2)C(NC2=C(C=C(C=C2Br)C(C(C(F)(F)F)(F)F)(C(F)(F)F)F)Br)=O)C#N)C=C1)C